(4-(N-(4-cyclohexylbenzyl)-2,4-difluorobenzamido)phenyl)boronic acid C1(CCCCC1)C1=CC=C(CN(C(C2=C(C=C(C=C2)F)F)=O)C2=CC=C(C=C2)B(O)O)C=C1